FC(C1=CC=C(C=C1)C=1N=C(C2=C(N1)CCSC2)O)(F)F 2-(4-(trifluoromethyl)phenyl)-7,8-dihydro-5H-thiopyrano[4,3-d]pyrimidine-4-ol